O1COC=2C=CC3=C(C(=NO3)N)C21 [1,3]dioxolo[4',5':5,6]benzo[1,2-d]isoxazol-8-amine